1-(tert-butyl)-N-((S)-8-(2-((1-methyl-1H-pyrazol-4-yl)amino)pyrimidin-4-yl)-2-((R*)-tetrahydrofuran-3-yl)-2,3,4,5-tetrahydro-1H-benzo[c]azepin-5-yl)-1H-1,2,3-triazole-4-carboxamide C(C)(C)(C)N1N=NC(=C1)C(=O)N[C@@H]1C2=C(CN(CC1)[C@H]1COCC1)C=C(C=C2)C2=NC(=NC=C2)NC=2C=NN(C2)C |o1:19|